5α-stigmastane-3,6-dione CC[C@H](CC[C@@H](C)[C@H]1CC[C@H]2[C@@H]3CC([C@H]4CC(CC[C@]4(C)[C@H]3CC[C@]12C)=O)=O)C(C)C